1-azoniabicyclo[2.2.2]-octane [NH+]12CCC(CC1)CC2